4-amino-2-oxo-1-(pyrimidin-2-yl)-7-(trifluoromethyl)-1,2-dihydroquinoline-3-carboxylic acid methyl ester COC(=O)C=1C(N(C2=CC(=CC=C2C1N)C(F)(F)F)C1=NC=CC=N1)=O